2-acetyl-8-methoxyl-1,4-naphthoquinone C(C)(=O)C=1C(C2=C(C=CC=C2C(C1)=O)OC)=O